C(=O)C1N(CCC1)C(=O)OC(C)(C)C tert-butyl 2-formylpyrrolidine-1-carboxylate